C(C=C)C=1C(=C(C(=C(C1C(=O)O)C(=O)O)CC=C)C(=O)O)CC=C.SCCCCCOC1=C(C=CC2=C(C(=CC=C12)CCCS)OCCCCCS)CCCS 1,5-bis(5-mercaptopentyloxy)-2,6-bis(3-mercaptopropyl)naphthalene triallyltrimellitate